tert-butyl 4-{4-[2-(2,6-dioxopiperidin-3-yl)-4-fluoro-1-oxo-3H-isoindol-5-yl]-3,6-dihydro-2H-pyridin-1-yl}-3,3-difluoropiperidine-1-carboxylate O=C1NC(CCC1N1C(C2=CC=C(C(=C2C1)F)C=1CCN(CC1)C1C(CN(CC1)C(=O)OC(C)(C)C)(F)F)=O)=O